OC=1C=C(C=CC1O)CCN 3,4-dihydroxyphenylethylamine